C(#N)C1=CC=C(N2C=CC=C12)C=1C=NC=CC1SC1CC(C1)O 1-((3-(8-cyanoindolizin-5-yl)pyridin-4-yl)thio)-3-hydroxycyclobutane